OC1(CC(NC1)=O)CNC1=NN=C(C2=CC=CC=C12)C1=CC=C(C=C1)C(F)(F)F 4-hydroxy-4-(((4-(4-(trifluoromethyl)phenyl)phthalazin-1-yl)amino)methyl)pyrrolidin-2-one